N-((2R,3R)-1-(tert-butyl)-2-(4-chloro-3-fluorophenyl)pyrrolidin-3-yl)-4-(trifluoromethoxy)benzenesulfonamide C(C)(C)(C)N1[C@@H]([C@@H](CC1)NS(=O)(=O)C1=CC=C(C=C1)OC(F)(F)F)C1=CC(=C(C=C1)Cl)F